5-hydroxy-6-[(2-methoxyquinoxalinyl)carbonyl]-1,3-cyclohexanedione OC1CC(CC(C1C(=O)C=1C(=NC2=CC=CC=C2N1)OC)=O)=O